4-[[4-(3-ethoxyphenyl)-2-ethylphenyl]methyl]piperazin C(C)OC=1C=C(C=CC1)C1=CC(=C(C=C1)CN1CCNCC1)CC